(2-Bromo-4-(tert-butyl)phenyl)methanol BrC1=C(C=CC(=C1)C(C)(C)C)CO